N-(1-amino-3-hydroxy-2-methyl-1-oxopropan-2-yl)-5-((4-fluoro-1-methyl-1H-pyrazol-5-yl)methoxy)-2-methylbenzofuran-3-carboxamide NC(C(CO)(C)NC(=O)C1=C(OC2=C1C=C(C=C2)OCC2=C(C=NN2C)F)C)=O